N=C(C1=CC=C(C=C1)CNC(CN1C(N(C=C(C1=O)NS(=O)(=O)CC1=CC=CC=C1)C)=O)=O)NC(OCC1=CC=CC=C1)=O Benzyl (imino(4-((2-(3-methyl-2,6-dioxo-5-((phenylmethyl)sulfonamido)-3,6-dihydropyrimidin-1(2H)-yl)acetamido)methyl)phenyl)methyl)carbamate